(thiophen-2-yl)butanoic acid S1C(=CC=C1)C(C(=O)O)CC